4-((2-acetamidoethyl)amino)-N-(2,2'-dichloro-3'-(5-(((2-hydroxyethyl)amino)methyl)picolinamido)-[1,1'-biphenyl]-3-yl)-4,5,6,7-tetrahydropyrazolo[1,5-a]pyridine-2-carboxamide C(C)(=O)NCCNC1C=2N(CCC1)N=C(C2)C(=O)NC=2C(=C(C=CC2)C2=C(C(=CC=C2)NC(C2=NC=C(C=C2)CNCCO)=O)Cl)Cl